C[Pt](C[Si](C)(C)C)C dimethyl(trimethylsilylmethyl)platinum